BrC=1C(N(C2=CC(=NC=C2C1)C=1C=NN(C1)C)C1COCC1)=O 3-bromo-7-(1-methyl-1H-pyrazol-4-yl)-1-(tetrahydrofuran-3-yl)-1,6-naphthyridin-2(1H)-one